OC1CCC2=CC(=CC=C12)C(=O)OC methyl 1-hydroxy-2,3-dihydro-1H-indene-5-carboxylate